COC=1C(=NOC1)CC#N 2-(4-methoxyisoxazol-3-yl)acetonitrile